FC1=CC=C(CC2=C(C(=O)O)C=CN=C2)C=C1 3-(4-fluorobenzyl)isonicotinic acid